(S)-1-methyl-5-oxo-N-(2-(2,4,6-trifluorobenzyl)butyl)-4,5-dihydro-1H-1,2,4-triazole-3-carboxamide CN1N=C(NC1=O)C(=O)NC[C@@H](CC)CC1=C(C=C(C=C1F)F)F